ClC1=C2CCCC(C2=CC(=C1OCCCl)Cl)N1CC2=CC=C(C=C2CC1)OC 2-(5,7-dichloro-6-(2-chloroethoxy)-1,2,3,4-tetrahydronaphthalen-1-yl)-6-methoxy-1,2,3,4-tetrahydroisoquinoline